C1(CCC1)N1C(=NC2=CC=CC(=C2C1=O)F)CC 3-cyclobutyl-2-ethyl-5-fluoroquinazolin-4(3H)-one